CS(=O)(=O)O[C@H]1CC[C@@]2(C3CC[C@@]4(C(=CCC4C3CC=C2C1)N1C=NC(=C1)C#N)C)C (3S,10R,13S)-17-(4-cyano-1H-imidazol-1-yl)-10,13-dimethyl-2,3,4,7,8,9,10,11,12,13,14,15-dodecahydro-1H-cyclopenta[a]phenanthren-3-yl methanesulfonate